4-((4-hydroxy-2-isopropylimidazo[4,5-c]pyridin-3-yl)methyl)phenylboronic acid formate C(=O)O.OC1=NC=CC2=C1N(C(=N2)C(C)C)CC2=CC=C(C=C2)B(O)O